ClC1=C(C=CC=C1C1=NC=NC(=C1Cl)C1=CC(=C(C=C1)CNC1CC(C1)O)OC)C1=CC=C(C(=N1)OC)CNC1CC(C1)O (1r,3s)-3-(((6-(2-chloro-3-(5-chloro-6-(4-((((1s,3s)-3-hydroxycyclobutyl)amino)methyl)-3-methoxyphenyl)pyrimidin-4-yl)phenyl)-2-methoxypyridin-3-yl)methyl)amino)cyclobutan-1-ol